(1-((2-(trimethylsilyl)ethoxy)methyl)-1H-pyrazolo[3,4-b]Pyridine-4-yl)boronic acid C[Si](CCOCN1N=CC=2C1=NC=CC2B(O)O)(C)C